2,6-dichlorophenyl-titanium dichloride [Cl-].[Cl-].ClC1=C(C(=CC=C1)Cl)[Ti+2]